C1=C(C=CC2=CC=CC=C12)C(=O)N1C=C(C2=C(C=CC=C12)Cl)C=O N-(2-naphthoyl)-4-chloroindole-3-formaldehyde